4-amino-N,N-dimethyl-7-(1H-pyrazol-5-yl)pyrrolo[1,2-a]quinoxaline-2-carboxamide NC=1C=2N(C3=CC=C(C=C3N1)C1=CC=NN1)C=C(C2)C(=O)N(C)C